ClC1=C(OC2(CC2)C(=O)OCC(=O)O)C=C(C(=C1)F)N1C(N(C(=CC1=O)C(C)(F)F)C)=O {[(1-{2-chloro-5-[4-(1,1-difluoroethyl)-3-methyl-2,6-dioxo-3,6-dihydropyrimidin-1(2H)-yl]-4-fluorophenoxy}cyclopropyl)carbonyl]oxy}-acetic acid